4-((4-(1,5-dimethyl-1H-1,2,4-triazol-3-yl)-2,6-difluorobenzyl)oxy)phenyl sulfurofluoridate S(OC1=CC=C(C=C1)OCC1=C(C=C(C=C1F)C1=NN(C(=N1)C)C)F)(=O)(=O)F